Tert-butyl (S)-(1-methoxy-3-oxopropan-2-yl)carbamate COC[C@@H](C=O)NC(OC(C)(C)C)=O